2-(Furan-2-yl)-N5-(4-(3-(pyrrolidin-1-yl)propoxy)phenethyl)-[1,2,4]triazolo[1,5-a][1,3,5]-triazine-5,7-diamine O1C(=CC=C1)C1=NN2C(N=C(N=C2N)NCCC2=CC=C(C=C2)OCCCN2CCCC2)=N1